3-(4-((6-hydroxy-2-(4-(methylsulfonyl)phenyl)naphthalen-1-yl)oxy)phenoxy)azetidine OC=1C=C2C=CC(=C(C2=CC1)OC1=CC=C(OC2CNC2)C=C1)C1=CC=C(C=C1)S(=O)(=O)C